(S)-4-chloro-N-(2-((R)-4-(5-fluoropyridin-2-yl)-1,9-dioxaspiro[5.5]undecan-4-yl)ethyl)-2,3-dihydro-1H-inden-2-amine ClC1=C2C[C@H](CC2=CC=C1)NCC[C@]1(CCOC2(C1)CCOCC2)C2=NC=C(C=C2)F